1,3-oxazepine-4,6-diol O1C=NC(=CC(=C1)O)O